perfluorodimethoxysilane F[Si](OC(F)(F)F)(OC(F)(F)F)F